N1CC(C1)[C@@H]1CN(CCC1)C(CO)CO 2-[(3R)-3-(azetidin-3-yl)piperidin-1-yl]propane-1,3-diol